COCCOCC(=O)Cl 2-(2-methoxyethoxy)acetyl chloride